N-[(1R)-1-[3-amino-5-(trifluoromethyl)phenyl]ethyl]-6-(morpholine-4-carbonyl)pyrrolo[2,1-f][1,2,4]triazin-4-amine NC=1C=C(C=C(C1)C(F)(F)F)[C@@H](C)NC1=NC=NN2C1=CC(=C2)C(=O)N2CCOCC2